BrC1=C(C=CC=C1)N1N=CC(=C1C(F)(F)F)N 1-(2-bromophenyl)-5-(trifluoromethyl)-1H-pyrazol-4-amine